amino-2-ethyl-6-trifluoromethyl-3,4-dihydro-2H-quinoline NC1(NC2=CC=C(C=C2CC1)C(F)(F)F)CC